2,3-dihydro-5-(2-hydroxy-2-methyl-1-oxopropyl)-1,1,3-trimethyl-3-[4-(2-hydroxy-2-methyl-1-oxopropyl)phenyl]-1H-indene OC(C(=O)C=1C=C2C(CC(C2=CC1)(C)C)(C1=CC=C(C=C1)C(C(C)(C)O)=O)C)(C)C